2,4-dimethyl-azetidine CC1NC(C1)C